CC(C(=O)[O-])CCN α-methyl-γ-aminobutyrate